CN1C(N(C2=C1C(=CC=C2)C2CCN(CC2)CC2CCNCC2)C2C(NC(CC2)=O)=O)=O 3-{3-Methyl-2-oxo-4-[1-(piperidin-4-ylmethyl)piperidin-4-yl]-1,3-benzodiazol-1-yl}piperidine-2,6-dione